1-(2-chloro-4-methoxy-5-methylphenyl)-2-thiocyanatopropan-1-one ClC1=C(C=C(C(=C1)OC)C)C(C(C)SC#N)=O